benzyl 3-amino-3-(4-fluoro-3-methyl-phenyl)pyrrolidine-1-carboxylate hydrochloride Cl.NC1(CN(CC1)C(=O)OCC1=CC=CC=C1)C1=CC(=C(C=C1)F)C